6-(4-chlorophenoxy)chroman-4-one ClC1=CC=C(OC=2C=C3C(CCOC3=CC2)=O)C=C1